5-Chloro-2-fluoro-4-(1-methyl-1H-pyrrolo[2,3-b]pyridine-4-yl)aniline ClC=1C(=CC(=C(N)C1)F)C1=C2C(=NC=C1)N(C=C2)C